NC(C(C(CC1=CC=CC=C1)NC(=O)C=1C=NOC1C1=CC=CC=2OCOC21)=O)=O N-(4-amino-3,4-dioxo-1-phenylbutan-2-yl)-5-(benzo[d][1,3]dioxol-4-yl)isoxazole-4-carboxamide